C(#N)N1C[C@H](CC1)C(=O)NC=1N=NC=C(C1)C1=CC=CC=C1 (S)-1-cyano-N-(5-phenylpyridazin-3-yl)pyrrolidine-3-carboxamide